C(C)(C)(C)OC(=O)N1[C@]2(CO[C@@H](C1)C2)C(=O)OC Methyl (1R,4R)-5-tert-butoxycarbonyl-2-oxa-5-azabicyclo[2.2.1]heptane-4-carboxylate